O1CC(CC1)C#CC=1C=CC(=NC1)OC1=C(N=NN1)C(=O)O 5-((5-((tetrahydrofuran-3-yl)ethynyl)pyridin-2-yl)oxy)-1H-1,2,3-triazole-4-carboxylic acid